5,6,7,8-tetrahydropyrido[4,5-c]pyridazine N1=NC=CC2=C1CCNC2